CC1(C(N(CCC1)OC(C(=C)C)=O)(C)C)C methacrylic acid-tetramethyl-piperidinyl ester